BrC=1C=C(C=C(C1O)Br)C(C)(C)C1=CC(=C(C(=C1)Br)O)Br 2,2-bis(3',5'-dibromo-4'-hydroxyphenyl)propane